1-(4,4-Dimethyl-3-methylpent-1-ynyl)-2-methoxybenzene CC(C(C#CC1=C(C=CC=C1)OC)C)(C)C